(E)-N-(2-((2-(5-(3-(5-tert-Butyl-isoxazol-3-yl)ureido)-1H-indol-2-carbonyl)-1H-indol-5-yl)oxy)ethyl)-3-(dimethylamino)acrylamide C(C)(C)(C)C1=CC(=NO1)NC(NC=1C=C2C=C(NC2=CC1)C(=O)C=1NC2=CC=C(C=C2C1)OCCNC(\C=C\N(C)C)=O)=O